2-(2,6-dioxo-3-piperidyl)-5-[4-[[4-[[1-[6-[6-fluoro-5-(1-methylcyclopropoxy)-1H-indazol-3-yl]pyrimidin-4-yl]-4-piperidyl]methyl]-1-piperidyl]methyl]-1-piperidyl]isoindoline-1,3-dione O=C1NC(CCC1N1C(C2=CC=C(C=C2C1=O)N1CCC(CC1)CN1CCC(CC1)CC1CCN(CC1)C1=NC=NC(=C1)C1=NNC2=CC(=C(C=C12)OC1(CC1)C)F)=O)=O